(3-chloro-2,4-dimethyl-5,7-dihydropyrrolo[3,4-b]pyridin-6-yl)-[(3R)-1-(2-methoxypyrimidin-5-yl)pyrrolidin-3-yl]methanone ClC=1C(=C2C(=NC1C)CN(C2)C(=O)[C@H]2CN(CC2)C=2C=NC(=NC2)OC)C